3-[(3-methylphenyl)sulfanyl]pyridazine-4-carboxylic acid CC=1C=C(C=CC1)SC=1N=NC=CC1C(=O)O